tert-butyl 4-[[1-[4-[(10S)-4-(2-hydroxyphenyl)-1,5,6,8,12-pentazatricyclo[8.4.0.02,7]tetradeca-2,4,6-trien-12-yl]cyclohexyl]-4-piperidyl]methyl]piperazine-1-carboxylate OC1=C(C=CC=C1)C=1C=C2N3CCN(C[C@@H]3CNC2=NN1)C1CCC(CC1)N1CCC(CC1)CN1CCN(CC1)C(=O)OC(C)(C)C